C(C)(C)(C)OC(=O)N[C@H](CN1C=2C(CCC1=O)=CSC2C(=O)OC)C methyl (S)-1-(2-((tert-butoxycarbonyl)amino)propyl)-2-oxo-1,2,3,4-tetrahydrothieno[3,4-b]pyridine-7-carboxylate